((1s,3s)-3-hydroxy-3-methylcyclobutyl)(6-((R)-1-(6-methyl-5-(trifluoromethyl)pyridin-2-yl)ethyl)-2-azaspiro[3.3]hept-2-yl)methanone OC1(CC(C1)C(=O)N1CC2(C1)CC(C2)[C@@H](C)C2=NC(=C(C=C2)C(F)(F)F)C)C